(E,E,E)-3,7-Dimethyl-8,11-dioxo-2,6,9-dodecatrienal C\C(=C/C=O)\CC\C=C(\C(\C=C\C(C)=O)=O)/C